tert-butyl (2R,4R)-1-(3-chloro-2-fluorobenzyl)-4-((6-chloro-3-fluoro-4-(2-hydroxypropan-2-yl) pyridin-2-yl) methyl)-2-methylpiperidine-4-carboxylate ClC=1C(=C(CN2[C@@H](C[C@@](CC2)(C(=O)OC(C)(C)C)CC2=NC(=CC(=C2F)C(C)(C)O)Cl)C)C=CC1)F